C(C)(=O)N1CCN(CC1)[C@H]1C[C@@H](CCC1)N1C=CC2=C(C=CC(=C12)C)F N-((1R,3R)-3-(4-acetylpiperazin-1-yl)cyclohexyl)-4-fluoro-7-methyl-1H-indole